C(C)SC1=NN=NN1 5-Ethylthiotetrazole